(S)-2-aminopropionic acid neopentyl ester C(C(C)(C)C)OC([C@H](C)N)=O